5,5-dimethyl-3-(methylthio)-4,5-dihydroisoxazole CC1(CC(=NO1)SC)C